BrC1=NC(=CC=C1F)OCCC(C(C)(O[Si](CC)(CC)CC)C1=CC=C(C=C1)F)(F)F 2-bromo-6-((3,3-difluoro-4-(4-fluorophenyl)-4-((triethylsilyl)oxy)pentyl)oxy)-3-fluoropyridine